OC1=C(C=CC=C1)C1=CC2=C(N=N1)NC1=C2[C@H](N(CC1)C1CCN(CC1)C1CCC(CC1)CN1CCN(CC1)C(=O)OC(C)(C)C)C tert-butyl 4-(((1R,4r)-4-(4-((R)-3-(2-hydroxyphenyl)-5-methyl-7,8-dihydro-5H-pyrido[3',4':4,5]pyrrolo[2,3-c]pyridazin-6(9H)-yl)piperidin-1-yl)cyclohexyl)methyl)piperazine-1-carboxylate